5-(benzyloxycarbonylamino)pentanoic acid C(C1=CC=CC=C1)OC(=O)NCCCCC(=O)O